NCCCCCN1C[C@H](CCC1)NC1=NC=C(C(=N1)C1=CNC2=CC(=CC=C12)C(=O)O)C(F)(F)F 3-(2-{[(3S)-1-(5-aminopentyl)hexahydropyridine-3-yl]amino}-5-(trifluoromethyl)pyrimidin-4-yl)-1H-indole-6-carboxylic acid